BrC1=CC=C(C=C1)C(C=CC1=CC=C(C=C1)N(C1=CC=CC=C1)C1=CC=CC=C1)=O 1-(4-bromophenyl)-3-(4-(N,N-diphenylamino)phenyl)prop-2-en-1-one